C(C)C1NCCN(CC1)C1=NC=CC(=N1)NC1=CC=C(C=C1)C1=CC=NC=C1 2-(5-ethyl-1,4-diazacycloheptan-1-yl)-N-(4-(pyridin-4-yl)phenyl)pyrimidin-4-amine